Cl.CC1N(CCCNC1)S(=O)(=O)C1=C2C=CN=CC2=CC=C1 5-((2-methyl-1,4-diazepan-1-yl)sulfonyl)isoquinoline hydrochloride